C(CCCCCCCCCCC)(=O)OCCCOC(CCCCCCCCCCC)=O trimethylene glycol dilaurate